N-(3-((3-(9H-purin-6-yl)pyridin-2-yl)amino)-4-methylphenyl)-1-phenyl-1H-pyrazole-5-carboxamide N1=CN=C2NC=NC2=C1C=1C(=NC=CC1)NC=1C=C(C=CC1C)NC(=O)C1=CC=NN1C1=CC=CC=C1